NC1=CC(=C(C(=C1)F)CN1N=CC=2C1=NC(=NC2Cl)N)F 1-[(4-amino-2,6-difluoro-phenyl)methyl]-4-chloro-pyrazolo[3,4-d]Pyrimidine-6-amine